(S)-N-(3-(3,4-dihydroisoquinolin-2(1H)-yl)-2-hydroxypropyl)-6-ethyl-imidazo[1,2-a]pyridine-2-carboxamide C1N(CCC2=CC=CC=C12)C[C@H](CNC(=O)C=1N=C2N(C=C(C=C2)CC)C1)O